tert-butyl 5'-hydroxyspiro[cyclohexane-1,3'-indoline]-1'-carboxylate OC=1C=C2C3(CN(C2=CC1)C(=O)OC(C)(C)C)CCCCC3